C(C)(=O)OC(=CC1C2=CC=CC=C2OC=2C=CC=CC12)C1=C(C=CC=C1)C 1-(o-tolyl)-2-(9H-xanthen-9-yl)vinyl acetate